(2'S,4R)-2-ethyl-2'-methyl-1'-prop-2-ynyl-spiro[6,7-dihydrothieno[3,2-c]pyran-4,4'-piperidine] C(C)C1=CC2=C(CCO[C@]23C[C@@H](N(CC3)CC#C)C)S1